3-(3-chloro-2-ethylanilino)-2-(3-{[(2R)-morpholin-2-yl]methoxy}pyridin-4-yl)-1,5,6,7-tetrahydro-4H-pyrrolo[3,2-c]pyridin-4-one ClC=1C(=C(NC2=C(NC3=C2C(NCC3)=O)C3=C(C=NC=C3)OC[C@H]3CNCCO3)C=CC1)CC